C(#N)C=1C=C(C=CC1F)S(=O)(=O)N1[C@H](CC1)C(=O)N(CC1=CC=C(C=C1)C1CCCCC1)C1=CC(=C(C(=O)O)C=C1)O (R)-4-(1-((3-cyano-4-fluorophenyl)sulfonyl)-N-(4-cyclohexylbenzyl)azetidine-2-carboxamido)-2-hydroxybenzoic acid